CN(C1=NC2=CC(=CC=C2C=C1)O)C 2-(dimethylamino)quinolin-7-ol